C(C)(C)C1C(OC2=CC=C(C=C2C1)C1=CC=C(C=C1)C)=O 3-isopropyl-6-(4-methylphenyl)chromanone